ClC=1C=C(COC2=C(C=C(CN3C(N(C4=CC=C(C=C4C3=O)OC(CF)CF)C3CCN(CC3)C=O)=O)C=C2)OC)C=CC1 4-[3-{4-[(3-chlorobenzyl)oxy]-3-methoxybenzyl}-6-[2-fluoro-1-(fluoromethyl)ethoxy]-2,4-dioxo-3,4-dihydroquinazolin-1(2H)-yl]piperidine-1-carbaldehyde